N-Methyl-N-(2-((4aS,5aR)-5a-methyl-1,4,4a,5,5a,6-hexahydrocyclopropa[f]indazol-3-yl)-1H-imidazo[4,5-b]pyridin-6-yl)butyramide CN(C(CCC)=O)C=1C=C2C(=NC1)N=C(N2)C2=NNC=1C[C@@]3([C@H](CC21)C3)C